(3R)-1-(2-((1-((dimethylamino)methyl)spiro[2.2]pentan-1-yl)methoxy)-7-(8-ethyl-7-fluoro-3-hydroxynaphthalen-1-yl)-8-fluoropyrido[4,3-d]pyrimidin-4-yl)-3-methylpiperidin-3-ol CN(C)CC1(CC12CC2)COC=2N=C(C1=C(N2)C(=C(N=C1)C1=CC(=CC2=CC=C(C(=C12)CC)F)O)F)N1C[C@@](CCC1)(O)C